N-(1'-(6-(1,1-difluoroethyl)pyridin-2-yl)-1-methyl-1',2'-dihydrospiro[piperidin-4,3'-pyrrolo[3,2-c]pyridin]-6'-yl)acetamide FC(C)(F)C1=CC=CC(=N1)N1CC2(C=3C=NC(=CC31)NC(C)=O)CCN(CC2)C